O=C1NC(CCC1C=1C(=C2C(NC(C2=CC1)=O)=O)OCC1=CC=C(C=C1)CN1CC2N(CC1)N=C(N2)C(F)(F)F)=O (2,6-DIOXO-PIPERIDIN-3-YL)-4-[4-(2-TRIFLUOROMETHYL-5,6,8,8A-TETRAHYDRO-1H-[1,2,4]TRIAZOLO[1,5-A]PYRAZIN-7-YLMETHYL)-BENZYLOXY]-ISOINDOLE-1,3-DIONE